1-Ethyl-2-(6-trifluoromethoxy-benzothiazol-2-ylamino)-1H-benzoimidazole-5-carboxylic acid (2-ethoxy-ethyl)-amide C(C)OCCNC(=O)C1=CC2=C(N(C(=N2)NC=2SC3=C(N2)C=CC(=C3)OC(F)(F)F)CC)C=C1